FC1=C(C=CC(=C1)F)C1=COC2=CC(=C3C(=C2C1=O)OC(C(C3)O)(C)C)O 9-(2,4-difluorophenyl)-3,5-dihydroxy-2,2-dimethyl-3,4-dihydro-2H,10H-pyrano[2,3-f]chromen-10-one